3,4,4-trifluorobut-3-en-1-yl 2-(2-(trifluoromethyl)-1H-benzo[d]imidazol-1-yl)acetate FC(C1=NC2=C(N1CC(=O)OCCC(=C(F)F)F)C=CC=C2)(F)F